C(C)(C)C1=C(C(=CC=C1)C(C)C)N1C(N(CC1)C1=C(C=CC=C1C(C)C)C(C)C)=[Ru-4](=CC1=C(C=CC=C1)OC(C(=O)N(C)OC)C)(I)I (1,3-bis(2,6-diisopropylphenyl)imidazolidin-2-ylidene)diiodo(2-((1-(methoxy(methyl)amino)-1-oxopropan-2-yl)oxy)benzylidene)ruthenium(II)